2-[(tert-butoxy)carbonyl]-2,3-dihydro-1H-indene-2-carboxylic acid C(C)(C)(C)OC(=O)C1(CC2=CC=CC=C2C1)C(=O)O